ClC1=C2C(=NC=C1C1=CC=3N(C=C1)N=C(C3)NC(=O)[C@H]3[C@H](C3)F)NC=C2 (1S,2S)-N-(5-(4-chloro-1H-pyrrolo[2,3-b]pyridin-5-yl)pyrazolo[1,5-a]pyridin-2-yl)-2-fluorocyclopropane-1-carboxamide